O1CCN(CC1)CCN1CNCC1 1-(2-morpholinoethyl)imidazolidine